N-[(3-methoxyphenyl)methyl]-2,2-dimethyl-tetrahydro-2H-furo[3,4-d][1,3]Dioxole-4-carboxamide COC=1C=C(C=CC1)CNC(=O)C1OCC2OC(OC21)(C)C